ClC=1C=CC(=C(C(=O)NC2=C(C=C(C=C2)[N+](=O)[O-])Cl)C1)O 5-Chloro-N-(2-chloro-4-nitrophenyl)-2-hydroxybenzamid